ClC1=CC=C(C=C1)CC(=O)NN1C(=NC2=CC=C(C=C2C1=O)F)N(CC)CC 2-(4-Chloro-phenyl)-N-(2-diethylamino-6-fluoro-4-oxo-4H-quinazolin-3-yl)-acetamide